FC(C1=CC=C(C=N1)OC1=C(C=CC=C1)C1(CNCC1)C(=O)N)(F)F 3-{[6-(trifluoromethyl)pyridin-3-yl]oxylphenyl}pyrrolidine-3-carboxamide